(1R)-1-(6-(2-methyl-2H-pyrazolo[3,4-b]pyridin-5-yl)-4-(1-methyl-1H-pyrazol-5-yl)thieno[2,3-b]pyridin-2-yl)ethanol CN1N=C2N=CC(=CC2=C1)C1=CC(=C2C(=N1)SC(=C2)[C@@H](C)O)C2=CC=NN2C